tert-butyl (6S)-6-[3-[3-[[7-(methoxymethyl)imidazo[1,2-a]pyridine-3-carbonyl] amino]-4-methyl-phenyl]-1,2,4-oxadiazol-5-yl]-5-azaspiro[2.4]heptane-5-carboxylate COCC1=CC=2N(C=C1)C(=CN2)C(=O)NC=2C=C(C=CC2C)C2=NOC(=N2)[C@H]2N(CC1(CC1)C2)C(=O)OC(C)(C)C